CC1=C(C=CC=C1NC(C1=NC=C(C(=C1)OC)CN[C@H]1C(OCC1)=O)=O)C1=C(C(=CC=C1)NC(C1=NC=C(C(=C1)OC)CN[C@H]1C(OCC1)=O)=O)C N,N'-(2,2'-dimethyl-[1,1'-biphenyl]-3,3'-diyl)bis(4-methoxy-5-((((R)-2-oxotetrahydrofuran-3-yl)amino)methyl)picolinamide)